(R)-7-(1H-pyrazol-4-yl)-N-(tetrahydro-2H-pyran-4-yl)-8-((1,1,1-trifluoropropan-2-yl)oxy)-[1,2,4]triazolo[1,5-a]pyridin-2-amine N1N=CC(=C1)C1=C(C=2N(C=C1)N=C(N2)NC2CCOCC2)O[C@@H](C(F)(F)F)C